I(=O)(=O)(=O)[O-] periodAt